5-(5-(2,6-dimethylmorpholine-4-carbonyl)-1H-pyrrolo[2,3-b]pyridin-1-yl)picolinamide CC1CN(CC(O1)C)C(=O)C=1C=C2C(=NC1)N(C=C2)C=2C=CC(=NC2)C(=O)N